Cl.N1CCC(CC1)OCC(=O)OCC ethyl [(piperidin-4-yl)oxy]acetate hydrochloride